7-(2-(4-(6-fluoro-2,3-dihydrobenzofuran-4-yl)piperazin-1-yl)ethyl)-3,4-dihydroquinolin-2(1H)-one FC1=CC2=C(CCO2)C(=C1)N1CCN(CC1)CCC1=CC=C2CCC(NC2=C1)=O